NC1=CC=C2CCC=CC2=C1Br 7-amino-8-bromo-3,4-dihydronaphthalen